ClC1=CC(=C(C=N1)C1=NC=CC(=C1)N1CC(C1)CC(F)F)F 6'-Chloro-4-(3-(2,2-difluoroethyl)azetidin-1-yl)-4'-fluoro-2,3'-bipyridine